FC[C@H](C)N1N=NC(=C1)[C@H](C1=C2C=CN=C(C2=CC=C1)OC)NC=1C=C2C(=C(C=NC2=C(C1)C#N)C#N)NCC(C)(C)C 6-(((S)-(1-((S)-1-fluoropropan-2-yl)-1H-1,2,3-triazol-4-yl)(1-methoxyisoquinolin-5-yl)methyl)amino)-4-(neopentylamino)quinoline-3,8-dicarbonitrile